6,7-dihydropyrazolo[1,5-a]pyrimidine-4(5H)-carboxylate N1=CC=C2N1CCCN2C(=O)[O-]